tert-butyl 3-(4-bromo-3-(methoxycarbonyl)phenoxy)azetidine-1-carboxylate BrC1=C(C=C(OC2CN(C2)C(=O)OC(C)(C)C)C=C1)C(=O)OC